2-bromo-N-[(3,5-difluoropyridin-2-yl)methyl]-4-methyl-1,3-thiazole BrC1SC=C(N1CC1=NC=C(C=C1F)F)C